FC1=CC=C(C=C1)NC(=O)C1(CCC1)C=1C=C2CCCN(C2=CC1)C(=O)C1=NC(=NN1)C N-(4-Fluorophenyl)-1-[1-(3-methyl-1H-1,2,4-triazol-5-carbonyl)-1,2,3,4-tetrahydrochinolin-6-yl]cyclobutan-1-carboxamid